CC(C(=O)OCC(CCCC)CC)CCC(=O)OCC(CCCC)CC Bis(2-Ethylhexyl) 2-MethylGlutarate